2-cyclohexyl-2-isopentyl-1-ethoxy-3-methoxy-propane C1(CCCCC1)C(COCC)(COC)CCC(C)C